(S)-4-(5-(5-fluoro-2-methoxypyridin-4-yl)-1H-pyrazole-3-carbonyl)-N-((6R,8aS)-octahydroindolizin-6-yl)-4-azaspiro[2.5]octane-7-carboxamide FC=1C(=CC(=NC1)OC)C1=CC(=NN1)C(=O)N1C2(CC2)C[C@H](CC1)C(=O)N[C@H]1CN2CCC[C@H]2CC1